(E)-N-(5-chloro-2-isopropylphenyl)-3-(2-oxo-2,3-dihydrobenzo[d]oxazol-5-yl)acrylamide ClC=1C=CC(=C(C1)NC(\C=C\C=1C=CC2=C(NC(O2)=O)C1)=O)C(C)C